C(C)(=O)NC1C(C=C(C(C1O)OCC)C(=O)[O-])O.[Na+] sodium 4-acetamido-6-ethoxy-3,5-dihydroxy-cyclohex-1-enecarboxylate